ClC=1C=CC=C2C(C=C(OC12)C1=C(OCCN(C(C(=O)O)=O)C2CC2)C=C(C=C1)C)=O 2-[2-[2-(8-chloro-4-oxo-chromen-2-yl)-5-methyl-phenoxy]ethyl-cyclopropyl-amino]-2-oxo-acetic acid